Cl.BrC=1C=CC(=C(C1)[C@]1(N=C(SCC1)N)C)F (S)-4-(5-bromo-2-fluorophenyl)-4-methyl-5,6-dihydro-4H-1,3-thiazin-2-amine hydrochloride salt